4,4,5,5-tetramethyl-2-[p-(3-methylureido)phenyl]-1,3,2-dioxaborolane CC1(OB(OC1(C)C)C1=CC=C(C=C1)NC(=O)NC)C